CC1=CC(C2C(C1C2)(C)C)O 4,6,6-trimethyl-Bicyclo[3.1.1]hept-3-en-2-ol